5-({3-fluoro-2-[(methylsulfamoyl)amino]pyridin-4-yl}methyl)-4-methylpyridin-3-amine FC=1C(=NC=CC1CC=1C(=C(C=NC1)N)C)NS(NC)(=O)=O